methylidene-2-methylpropane-2-sulfinamide C=CC(C)(S(=O)N)C